3-amino-N-(3-(4-amino-4-(hydroxymethyl)piperidin-1-yl)pyridin-2-yl)-6-(3-(trifluoromethyl)pyridin-2-yl)pyrazine-2-carboxamide NC=1C(=NC(=CN1)C1=NC=CC=C1C(F)(F)F)C(=O)NC1=NC=CC=C1N1CCC(CC1)(CO)N